bistetrazole Diammonium [NH4+].[NH4+].N1N=NN=C1.N1N=NN=C1